ClC=1C=CC=2N=C(N=C(C2N1)O)O 6-chloropyrido[3,2-d]pyrimidine-2,4-diol